[C@@H]1([C@H](O)[C@H](OP(=O)(O)OC[C@@H]2[C@H]([C@H]([C@@H](O2)N2C(=O)N=C(N)C=C2)OC)OP(=O)(O)OC[C@@H]2[C@H]([C@H]([C@@H](O2)N2C=NC=3C(N)=NC=NC23)O)O)[C@@H](CO)O1)N1C(=O)NC(=O)C=C1 uridylyl-(3'→5')-2'-O-methylcytidylyl-(3'→5')-adenosine